2-((S)-1-acryloyl-4-(7-(3-fluoro-2-(trifluoromethyl)phenyl)-2-(((R)-1-methylpyrrolidin-2-yl)methoxy)-5,6,7,8-tetrahydropyrido[3,4-d]pyrimidin-4-yl)piperazin-2-yl)acetonitrile C(C=C)(=O)N1[C@H](CN(CC1)C=1C2=C(N=C(N1)OC[C@@H]1N(CCC1)C)CN(CC2)C2=C(C(=CC=C2)F)C(F)(F)F)CC#N